ClC1=C(OC2CCC(CC2)CCN2N=C(C3=C2CCC3)C(=O)N3CCN(CC3)C(CO)=O)C=C(C=C1)C 1-(4-(1-(2-((1r,4r)-4-(2-Chloro-5-methylphenoxy)cyclohexyl)ethyl)-1,4,5,6-tetrahydrocyclopenta[c]pyrazol-3-carbonyl)piperazin-1-yl)-2-hydroxyethan-1-on